5,5'-dithiobisphenol C1(=CC=CC(=C1)SSC=1C=CC=C(C1)O)O